(S)-5-((4-cyanobenzyl)oxy)-2-(6-fluorobenzo[d]oxazol-2-yl)-6-methoxy-1,2,3,4-tetrahydroisoquinoline-3-carboxylic acid methyl ester COC(=O)[C@H]1N(CC2=CC=C(C(=C2C1)OCC1=CC=C(C=C1)C#N)OC)C=1OC2=C(N1)C=CC(=C2)F